FC=1C=C(C=CC1OCC1=CC=CC=C1)/C=C/C(=O)C1=C(C=C(C=C1OCC1=CC=CC=C1)C)O (E)-3-(3-Fluoro-4-phenylmethoxyphenyl)-1-(2-hydroxy-4-methyl-6-phenylmethoxyphenyl)prop-2-en-1-one